(S)-3-Bromo-N-(2,3-dihydro-1H-inden-1-yl)-7-isopropyl-2-methylpyrazolo[1,5-a]pyrimidine-6-carboxamide BrC=1C(=NN2C1N=CC(=C2C(C)C)C(=O)N[C@H]2CCC1=CC=CC=C21)C